N-(3-chloro-5-(methylsulfonamido)phenyl)-1-(pyridin-2-yl)-5-(4-(2,2,2-trifluoroethyl)piperazine-1-carbonyl)-1H-pyrrole-3-carboxamide ClC=1C=C(C=C(C1)NS(=O)(=O)C)NC(=O)C1=CN(C(=C1)C(=O)N1CCN(CC1)CC(F)(F)F)C1=NC=CC=C1